tert-butyl N-{6-[(2S)-2-[(tert-butoxycarbonyl)amino]propyl]-2-chloro-7-(prop-1-yn-1-yl)pyrrolo[2,1-f][1,2,4]triazin-4-yl}-N-(thiophen-2-ylmethyl)carbamate C(C)(C)(C)OC(=O)N[C@H](CC=1C=C2C(=NC(=NN2C1C#CC)Cl)N(C(OC(C)(C)C)=O)CC=1SC=CC1)C